(Cis)-cyclohexane C1CCCCC1